C(C(C)C)C1=CC=CC=C1 p-iso-butylbenzene